C1(CCCCC1)C1=CC=C(C=C1)N1C(C2=CC=CC=C2[C@@H]([C@H]1C1=CC2=C(OCCO2)C=C1)C(=O)O)=O |r| (3S,4S) and (3R,4R)-2-(4-cyclohexylphenyl)-3-(2,3-dihydro-1,4-benzodioxin-6-yl)-1-oxo-1,2,3,4-tetrahydroisoquinoline-4-carboxylic acid